C(C)N1C=2N(C(N=C(C2N=C1CC#N)N1[C@H](CN([C@@H](C1)C)C(C)C1=CC2=C(OCC(O2)(C)C)C=C1F)C)=O)C 2-(9-ethyl-6-((2S,5R)-4-(1-(7-fluoro-3,3-dimethyl-2,3-dihydrobenzo[b][1,4]dioxin-6-yl)ethyl)-2,5-dimethylpiperazin-1-yl)-3-methyl-2-oxo-3,9-dihydro-2H-purin-8-yl)acetonitrile